CC1C(C(COC1N1N=NN=C1)O)O 5-methyl-6-(1H-tetrazol-1-yl)tetrahydro-2H-pyran-3,4-diol